4-(1-propionylindolin-5-yl)-N-((tetrahydro-2H-pyran-4-yl)methyl)benzamide C(CC)(=O)N1CCC2=CC(=CC=C12)C1=CC=C(C(=O)NCC2CCOCC2)C=C1